C1(CC1)C1=NN2C(=NN=C(C2=C1)C1=C(C=C(C=C1)OC)O)N[C@H]1CN(CCC1)C 2-(2-cyclopropyl-7-{[(3R)-1-methylpiperidin-3-yl]amino}pyrazolo[1,5-d][1,2,4]triazin-4-yl)-5-methoxyphenol